O=C1N(CCC(N1)=O)N1C(C2=CC=C(C=C2C1=O)CN1CCC(CC1)C=1OC2=C(N1)C=C(C(=C2)NC(C2=NC(=CC=C2)C(F)(F)F)=O)C(C)(C)O)=O N-(2-(1-((2-(2,4-dioxotetrahydropyrimidin-1(2H)-yl)-1,3-dioxoisoindolin-5-yl)methyl)piperidin-4-yl)-5-(2-hydroxypropan-2-yl)benzo[d]oxazol-6-yl)-6-(trifluoromethyl)picolinamide